O=C1NC=C(N=C1)C(=O)NC1=C(N=CS1)C(=O)NCC1=C(C=CC=C1)OC(F)(F)F 5-(5-oxo-4,5-dihydropyrazine-2-carboxamido)-N-(2-(trifluoromethoxy)benzyl)thiazole-4-carboxamide